(R)-7-hydroxy-2-methyl-2,3-dihydropyrido[2,3-f][1,4]oxazepine-4(5H)-carboxylic acid tert-butyl ester C(C)(C)(C)OC(=O)N1C[C@H](OC2=C(C1)N=C(C=C2)O)C